(R)-3-(4-(6-(3-((tert-butoxycarbonyl) amino) propyl) pyridin-3-yl) phenoxy)-2-hydroxypropionate C(C)(C)(C)OC(=O)NCCCC1=CC=C(C=N1)C1=CC=C(OC[C@H](C(=O)[O-])O)C=C1